ClC1=CC=C(CO)C=C1 para-chlorobenzyl alcohol